ClC1=C(C=CC(=C1)Cl)C=1CCCC2=C(C1C1=CC=C(C=C1)N1CCC(CC1)C(OC)OC)C=CC(=C2)C(=O)OC Methyl 8-(2,4-dichlorophenyl)-9-(4-(4-(dimethoxymethyl)piperidin-1-yl)phenyl)-6,7-dihydro-5H-benzo[7]annulene-3-carboxylate